[(S)-methyl(oxido){(1R)-1-[6-(trifluoromethyl)pyridin-3-yl]ethyl}-λ4-sulfanylidene]cyanamide CC[C@H](C=1C=NC(=CC1)C(F)(F)F)[S@]([O-])=NC#N